C(C)(C)(C)P(C(C)(C)C)CN(C(C)C)CP(C(C)(C)C)C(C)(C)C bis((di-tert-butylphosphino)methyl)isopropylamine